(S)-N-(2,2-difluoro-1-(5-fluoro-6-(4-fluoro-2-(trifluoromethyl)phenyl)-1-(3-fluorocyclobutyl)-1H-indol-3-yl)ethyl)cyclopropanesulfonamide FC([C@H](C1=CN(C2=CC(=C(C=C12)F)C1=C(C=C(C=C1)F)C(F)(F)F)C1CC(C1)F)NS(=O)(=O)C1CC1)F